The molecule is a pyridone that is 6-oxo-1,6-dihydropyridine-2-carboxylic acid substituted by a 2-carboxyethyl group at position 5. It is an oxo dicarboxylic acid, a pyridone and a monohydroxypyridine. It derives from a picolinic acid. It is a conjugate acid of a 5-(2'-carboxyethyl)-4,6-dihydroxypicolinate. C1=C(NC(=O)C(=C1O)CCC(=O)O)C(=O)O